4'-amino-4-chloro-4''-guanidino-[1,1':3',1''-terphenyl]-5'-carboxamide NC1=C(C=C(C=C1C(=O)N)C1=CC=C(C=C1)Cl)C1=CC=C(C=C1)NC(=N)N